CC(C#C)(N)C 1,1-dimethylpropynamine